C1(CC1)N1C(NC(C2=C1N=CC(=C2)C(=O)NCCNC(=O)C=2NN=C1C=CC=CC21)=O)=O 1-cyclopropyl-1,2,3,4-tetrahydro-N-[2-[(2H-indazol-3-ylcarbonyl)amino]ethyl]-2,4-dioxo-pyrido[2,3-d]pyrimidine-6-carboxamide